BrC=1C=C(NC2(CCC3(C(N(C4=CC=CC=C34)C=O)C)CC2)C(=O)O)C=CC1 (1r,4r)-4-(3-bromoanilino)-1'-formyl-2'-methyl-1',2'-dihydrospiro[cyclohexane-1,3'-indole]-4-carboxylic acid